C1(=CC=CC=C1)S(=O)(=O)/C=C/CNC(=O)C=1C(NC=2CCN(CC2C1)C(=O)OC(COC)C)=O 1-methoxypropan-2-yl 3-{[(2E)-3-(benzenesulfonyl) prop-2-en-1-yl] carbamoyl}-2-oxo-1,2,5,6,7,8-hexahydro-1,6-naphthyridine-6-carboxylate